5-((1S,2S)-1-(8-acetyl-6-chloro-1,1-dioxidobenzo[e][1,4,3]oxathiazin-2(3H)-yl)-2-(6-fluoro-2,3-dimethylphenyl)propyl)-1,3,4-oxadiazol-2(3H)-one C(C)(=O)C1=CC(=CC2=C1S(N(CO2)[C@@H]([C@@H](C)C2=C(C(=CC=C2F)C)C)C2=NNC(O2)=O)(=O)=O)Cl